n-octyl-α-heptylnitrone C(CCCCCCC)C(=[NH+][O-])CCCCCCC